6-methyl-N'-(4-(pyridine-3-yl)thiazole-2-yl)benzene-1,3-diamine CC1=CC=C(C=C1N)NC=1SC=C(N1)C=1C=NC=CC1